CN1CC2=CC(=CC=C2CC1)C=1C=C2C(=NC1)NC=C2C2=CC=C(C=C2)S(=O)(=N)C 2-methyl-7-(3-(4-(S-methylsulfonimidoyl)phenyl)-1H-pyrrolo[2,3-b]pyridin-5-yl)-1,2,3,4-tetrahydroisoquinoline